aminoguanine C1=NC2=C(N1)C(=O)NC(=N2)NN